tetra-normal octylammonium bromide [Br-].C(CCCCCCC)[N+](CCCCCCCC)(CCCCCCCC)CCCCCCCC